benzyl N-[(3R)-1-[2-[1-(cyclopropylmethyl)-6-vinyl-pyrrolo[2,3-b]pyridin-2-yl]-5-methoxy-3-methyl-imidazo[1,2-a]pyridine-7-carbonyl]-3-piperidyl]carbamate C1(CC1)CN1C(=CC=2C1=NC(=CC2)C=C)C=2N=C1N(C(=CC(=C1)C(=O)N1C[C@@H](CCC1)NC(OCC1=CC=CC=C1)=O)OC)C2C